C1(CCC1)OC1=C(C(=NC=C1)OC)C1=CNC2=NC(=CC=C21)NC(=O)[C@H]2[C@@H](C2)CN(C)C (1R,2R)-N-[3-(4-cyclobutoxy-2-methoxypyridin-3-yl)-1H-pyrrolo[2,3-b]pyridin-6-yl]-2-[(dimethylamino)methyl]cyclopropane-1-carboxamide